NC1=NC=2C(=NC=C(C2)C(=O)OC)N1C1=CC=C(C=C1)OC methyl 2-amino-3-(4-methoxyphenyl)-3H-imidazo[4,5-b]pyridine-6-carboxylate